B#[Re]#B rhenium boride